CN1N=C(C(=C1)NC=1N=CC2=C(N1)N(C(=C2)C#N)[C@@H]2COC[C@@H]2C)OC2COC2 ((1-methyl-3-(oxetan-3-yloxy)-1H-pyrazol-4-yl)amino)-7-((cis)-4-methyltetrahydrofuran-3-yl)-7H-pyrrolo[2,3-d]pyrimidine-6-carbonitrile